FC=1C=C(C=CC1[N+](=O)[O-])B(O)O (3-fluoro-4-nitro-phenyl)boronic acid